FC(OC1=C(C=CC(=C1)C(F)(F)F)C=1C=2N(C(=NN1)NC[C@@H](C)O)C=CC2F)F (2R)-1-({1-[2-(difluoromethoxy)-4-(trifluoromethyl)phenyl]-8-fluoropyrrolo[1,2-d][1,2,4]triazin-4-yl}amino)propan-2-ol